(Z)-N-(2-(4-(4-chloro-1,2-diphenyl-but-1-en-1-yl)phenoxy)ethyl)-6-((2-(2,6-dioxopiperidin-3-yl)-1-oxoisoindolin-4-yl)amino)-N-methylhexanamide ClCC/C(=C(\C1=CC=CC=C1)/C1=CC=C(OCCN(C(CCCCCNC2=C3CN(C(C3=CC=C2)=O)C2C(NC(CC2)=O)=O)=O)C)C=C1)/C1=CC=CC=C1